FC1(CN(CCC1NC(=O)C1=C(OC2=C1C=C(C=C2)OCC2=NC(=CC=C2)OC)C)C(=O)OC(C)(C)C)F tert-butyl 3,3-difluoro-4-(5-((6-methoxypyridin-2-yl)methoxy)-2-methylbenzofuran-3-carboxamido)piperidine-1-carboxylate